CC1(NC(CC(C1)N(C(=O)C1=CC(=CC=C1)C(=O)N)C1CC(NC(C1)(C)C)(C)C)(C)C)C N,N-bis(2,2,6,6-tetramethyl-4-piperidyl)-1,3-benzenediamide